(E)-4-hydroxy-3-methyl-N'-(2,3,4-trihydroxybenzylidene)benzofuran-2-carbohydrazide OC1=CC=CC2=C1C(=C(O2)C(=O)N/N=C/C2=C(C(=C(C=C2)O)O)O)C